ClC1=NC=CC(=N1)C1=C(C=CC=C1)[N+](=O)[O-] 2-Chloro-4-(2-nitrophenyl)pyrimidine